C(C)(=O)O[C@@H]1[C@H](O[C@H]([C@@H]1OC(C)=O)N1N=CC=2C1=NC(=NC2NOC(C)C)Cl)COC(C)=O (2R,3R,4R,5R)-2-(acetoxymethyl)-5-(6-chloro-4-(isopropoxyamino)-1H-pyrazolo[3,4-d]pyrimidin-1-yl)tetrahydrofuran-3,4-diyl diacetate